C(CCCCC(C)C)C(C(C(=O)O)S(=O)(=O)O)(C(=O)O)CCCCCC(C)C.CC1O[Al](CCC1)CC methylethyl-alumoxane Di-isooctyl-sulfosuccinate